6-amino-1,2,3,4-tetrahydrobenzo[2,1-d][1,2]diazepine-1,4-dione NC1=CC=CC=2C(NNC(CC21)=O)=O